1-(m-tolyl)-5-(trifluoromethyl)-N-(2-(trifluoromethyl)pyridin-4-yl)-1H-pyrazole-4-carboxamide C1(=CC(=CC=C1)N1N=CC(=C1C(F)(F)F)C(=O)NC1=CC(=NC=C1)C(F)(F)F)C